CC1=CC=C(C=C1)S(=O)(=O)OCC1=C(C=CC=C1[N+](=O)[O-])[N+](=O)[O-] 2,6-Dinitrobenzyl p-toluenesulfonate